(S)-N-(5-((3-((2,6-dimethylpyridin-4-yl)oxy)pyrrolidin-1-yl)methyl)-4-fluorothiazol-2-yl)acetamide CC1=NC(=CC(=C1)O[C@@H]1CN(CC1)CC1=C(N=C(S1)NC(C)=O)F)C